NC1CN(CC12OCCO2)C2=NC=1CCC(CC1C(=C2)F)NC(=O)C2=CC1=C(N=N2)N(C=C1Cl)CC N-(2-{9-amino-1,4-dioxa-7-azaspiro[4.4]nonan-7-yl}-4-fluoro-5,6,7,8-tetrahydroquinolin-6-yl)-5-chloro-7-ethyl-7H-pyrrolo[2,3-c]pyridazine-3-carboxamide